ethyl acetate Zinc [Zn].C(C)(=O)OCC